(S)-2-(3-methoxy-2-((6-oxo-5-(trifluoromethyl)-1,6-dihydropyridazin-4-yl)amino)propoxy)acetic acid COC[C@@H](COCC(=O)O)NC=1C=NNC(C1C(F)(F)F)=O